C([C@@H]1[C@H]([C@@H]([C@H]([C@H](O1)O)O)N)O)O The molecule is a 3-amino-3-deoxy-D-glucopyranose that has alpha-configuration at the anomeric position. It derives from an alpha-D-glucose. It is a conjugate base of an alpha-D-kanosamine(1+).